N1OC(CCO1)N1C(C2=CC=CC(=C2C1=O)OCC(=O)O)=O 2-((2-(2,6-Dioxapiperidin-3-yl)-1,3-dioxoisoindolin-4-yl)oxy)acetic acid